β,β,β',β'-tetramethyl-2,4,8,10-tetraoxaspiro[5.5]undecane-3,9-diethanol CC(CO)(C1OCC2(CO1)COC(OC2)C(CO)(C)C)C